4-(3-(cyclopropylmethoxy)-4-(difluoromethoxy)phenethyl)picolinic acid C1(CC1)COC=1C=C(CCC2=CC(=NC=C2)C(=O)O)C=CC1OC(F)F